ClC1=NC=C(C(=N1)C1=CNC2=CC=C(C=C12)C)F 3-(2-chloro-5-fluoropyrimidin-4-yl)-5-methyl-1H-indole